C=1(C(=CC=CC1)CO)OC anisole-methanol